N-(3-dibutylaminopropyl)palmitoylamide C(CCC)N(CCCCCCCCCCCCCCCCCCC(=O)[NH-])CCCC